OC1=C(C=C(C=C1)NC(C1=CC=C(C=C1)COC1=CC=C(C=C1)C)=O)S(=O)(=O)C N-(4-hydroxy-3-(methylsulfonyl)phenyl)-4-((p-tolyloxy)methyl)benzamide